O1CC(CC1)CC(=O)O 2-tetrahydrofuran-3-ylacetic acid